C1NCC12CCSCC2 7-thia-2-azaspiro[3.5]nonane